Cl.N1CC(CC1)C1=C(C=NC2=CC=CC=C12)C#N 4-(pyrrolidin-3-yl)quinoline-3-carbonitrile hydrochloride